N-(4-bromochlorophenyl)-4-formylbenzamide BrC1=CC(=C(C=C1)NC(C1=CC=C(C=C1)C=O)=O)Cl